FC(C(=O)O)(F)F.C(=O)C=1C=NN(C1)C1=C2CCN(C2=CC=C1)C=1C=C(C=2N(N1)C(=CN2)C(=O)N[C@H]2[C@@H](CC2)OC)NC 6-(4-(4-Formyl-1H-pyrazol-1-yl)indolin-1-yl)-N-((1R,2R)-2-methoxycyclobutyl)-8-(methylamino)imidazo[1,2-b]pyridazine-3-carboxamide trifluoroacetate